1,4,7,10-tetraazacyclododecane-1,4,7,10-tetracarboxylic acid gadolinium [Gd].N1(CCN(CCN(CCN(CC1)C(=O)O)C(=O)O)C(=O)O)C(=O)O